BrC1=C2C[C@@H](NCC2=CC=C1)CO[Si](C)(C)C(C)(C)C [(3R)-5-bromo-1,2,3,4-tetrahydroisoquinolin-3-yl]methoxy-tert-butyldimethyl-silane